OC1=C(C=CC(C(=O)[O-])=O)C=CC=C1 2-hydroxybenzalpyruvate